4-Cyclopropyl-6-(3-((1r,3S)-3-hydroxy-1-(4-methyl-4H-1,2,4-triazol-3-yl)cyclobutyl)phenyl)-2-(((S)-3-methylpiperidin-1-yl)methyl)-1,6-dihydro-7H-pyrrolo[2,3-c]pyridin-7-one C1(CC1)C=1C2=C(C(N(C1)C1=CC(=CC=C1)C1(CC(C1)O)C1=NN=CN1C)=O)NC(=C2)CN2C[C@H](CCC2)C